N-(1-cyanocyclopropyl)-3-(5-(difluoromethyl)-1,3,4-oxadiazol-2-yl)-8-((2R,5S)-2-(methoxymethyl)-5-methylmorpholino)imidazo[1,5-a]pyridine-6-sulfonamide C(#N)C1(CC1)NS(=O)(=O)C=1C=C(C=2N(C1)C(=NC2)C=2OC(=NN2)C(F)F)N2C[C@@H](OC[C@@H]2C)COC